FC1=C(C(=CC=C1)F)C1=CC=CC2=C1C(=NO2)C=2C(N1N(C2)C[C@H](C1)NS(=O)(=O)CC)=O |o1:23| N-{(2R*)-6-[4-(2,6-difluorophenyl)-1,2-benzoxazol-3-yl]-5-oxo-2,3-dihydro-1H,5H-pyrazolo[1,2-a]pyrazol-2-yl}ethanesulfonamide